2-bromo-6-(1-(but-3-en-1-yl)-4-(trifluoromethyl)-1H-imidazol-2-yl)pyridine BrC1=NC(=CC=C1)C=1N(C=C(N1)C(F)(F)F)CCC=C